OC1=C(C=C2C(=NC=NC2=C1)N1CCN(CCC1)S(=O)(=O)NC(OC(C)(C)C)=O)OC tert-butyl ((4-(7-hydroxy-6-methoxyquinazolin-4-yl)-1,4-diazepan-1-yl)sulfonyl)carbamate